FC(C(=O)N)=C[C@@H]1N(CCC1)C 2-fluoro-3-((R)-1-methylpyrrolidin-2-yl)acrylamide